NCC(=O)N[C@@H](CC1=CC=CC=C1)C(=O)NCC(=O)O glycyl-phenylalanyl-glycine